C(C1=CC=CC=C1)OC1=CC=C2CC(CC(C2=C1)CC(=O)O)(C(=O)OC(C)(C)C)C(=O)OC(C)(C)C 2-(7-(benzyloxy)-3,3-bis(tert-butoxycarbonyl)-1,2,3,4-tetrahydronaphthalen-1-yl)acetic acid